COC1=C(C=C(C=C1)C1(OCCC1)C)S(=O)(=O)Cl 2-methoxy-5-(2-methyltetrahydrofuran-2-yl)benzenesulfonyl chloride